N-(quinoline-8-yl)benzamide N1=CC=CC2=CC=CC(=C12)NC(C1=CC=CC=C1)=O